(3-bromo-4-(4-fluoro-2,6-dimethylphenoxy)phenyl)propan-2-ol BrC=1C=C(C=CC1OC1=C(C=C(C=C1C)F)C)CC(C)O